2-Cyclopentyl-6-(5-isopropoxy-1H-indazol-3-yl)-4-morpholinopyridazin-3(2H)-one C1(CCCC1)N1N=C(C=C(C1=O)N1CCOCC1)C1=NNC2=CC=C(C=C12)OC(C)C